C[C@@H]1NCCC(C1)N1CCC(CC1)N1C=C(C2=C1N=CN=C2N)C2=CC=C(C=C2)OC2=CC=CC=C2 7-((2'S)-2'-methyl-[1,4'-bipiperidin]-4-yl)-5-(4-phenoxyphenyl)-7H-pyrrolo[2,3-d]pyrimidin-4-amine